FC=1C=CC=C2C(=C(NC12)C1=CC=C(C=C1)F)C1=NN=C(O1)O 5-[7-fluoro-2-(4-fluorophenyl)-1H-indol-3-yl]-1,3,4-oxadiazol-2-ol